Ethyldimethylamine octadecenedioate C(C=CCCCCCCCCCCCCCCC(=O)O)(=O)O.C(C)N(C)C